2'-(difluoromethyl)-2H-[1,3'-bipyridin]-2-one FC(C1=NC=CC=C1N1C(C=CC=C1)=O)F